C1(=CC(=CC=C1)C1=C(C=CC=C1)C1=CC=CC=C1)C1=CC=CC=C1 biphenyl-3-yl-(m-biphenyl)